ClC=1C(=NC(=NC1)C#CC1CCN(CC1)CC=1C=C2C(N(C(C2=CC1)=O)C1C(NC(CC1)=O)=O)=O)NC=1C=C2C=C(C(N(C2=CC1)C)=O)OCC(C)=O 5-((4-((5-chloro-4-((1-methyl-2-oxo-3-(2-oxopropoxy)-1,2-dihydroquinolin-6-yl)amino)pyrimidin-2-yl)ethynyl)piperidin-1-yl)methyl)-2-(2,6-dioxopiperidin-3-yl)isoindoline-1,3-dione